Methyl (E)-11-(4,4,5,5-tetramethyl-1,3,2-dioxaborolan-2-yl)undec-10-enoate CC1(OB(OC1(C)C)/C=C/CCCCCCCCC(=O)OC)C